2,4,5-trifluorobenzenemethylamine FC1=C(C=C(C(=C1)F)F)CN